C(C)CC(=O)OCC ethyl ethylacetate